(SR)-5-phenyl-N-[(3S)-7,9-difluoro-2-oxo-1,3,4,5-tetrahydro-1-benzazepin-3-yl]-6,7-dihydro-5H-pyrrolo[1,2-b][1,2,4]triazole-2-carboxamide C1(=CC=CC=C1)[C@@H]1CCC=2N1N=C(N2)C(=O)N[C@@H]2C(NC1=C(CC2)C=C(C=C1F)F)=O |&1:6|